(S)-3-(1-(methyl-d3)pyrrolidin-3-yl)-1H-indol-4-ol C(N1C[C@@H](CC1)C1=CNC=2C=CC=C(C12)O)([2H])([2H])[2H]